BrCCCCC(=O)OC(C)(C)C tert-butyl 5-bromo-pentanoate